1,9-nonanedithiol C(CCCCCCCCS)S